3-bromo-2,6-difluoro-N-(isoxazol-3-yl)-N-((2-(trimethylsilyl)ethoxy)-methyl)benzenesulfonamide BrC=1C(=C(C(=CC1)F)S(=O)(=O)N(COCC[Si](C)(C)C)C1=NOC=C1)F